tert-butyl-(R)-3-(acetoxymethyl)-4-(4-cyano-5-(trifluoromethyl)pyridin-2-yl)piperazine-1-carboxylic acid C(C)(C)(C)[C@H]1N(CCN(C1COC(C)=O)C1=NC=C(C(=C1)C#N)C(F)(F)F)C(=O)O